BrC1=CC=C(C=C1)S(=O)(=O)NC=1C=C(C(=O)NC2=CC=NC=C2)C=CC1 3-((4-bromophenyl)sulfonamido)-N-(pyridin-4-yl)benzamide